C(#N)C=1C=CC(=C(C1)C1=CC(=NC=C1C(=O)OCC)CC#N)OC ethyl 4-(5-cyano-2-methoxyphenyl)-6-(cyanomethyl)nicotinate